3-(benzothiazol-2-yl)pentan-3-ol S1C(=NC2=C1C=CC=C2)C(CC)(CC)O